1-(3-bromobenzyl)-5-methyl-N-(p-tolyl)-1H-pyrazole-3-carboxamide BrC=1C=C(CN2N=C(C=C2C)C(=O)NC2=CC=C(C=C2)C)C=CC1